1,3-bis(hydroxymethyl)-4,6-diallyloxyBenzene OCC1=CC(=C(C=C1OCC=C)OCC=C)CO